Benzyl (1-((3-(methylamino)pyridin-4-yl)carbamoyl)cyclopropyl)carbamate CNC=1C=NC=CC1NC(=O)C1(CC1)NC(OCC1=CC=CC=C1)=O